COC=1C=C(C=CC1OC)C1=C(C(=NN1C1=CC=C(C=C1)Cl)C(F)(F)F)C#N 5-(3,4-dimethoxyphenyl)-1-(4-chlorophenyl)-3-trifluoromethyl-1H-pyrazole-4-carbonitrile